O1CCC(=CC1)C=1C2=C(C(=NC1)OC)N=C(S2)NC(C2=CC=C(C=C2)CN2C=NC=C2)=O N-[7-(3,6-dihydro-2H-pyran-4-yl)-4-methoxy-[1,3]thiazolo[4,5-c]pyridin-2-yl]-4-[(1H-imidazol-1-yl)methyl]benzamide